methyl trans-4-[(3-methyl-[1,2,4]triazolo[4,3-a]pyridin-6-yl)methyl]cyclohexanecarboxylate CC1=NN=C2N1C=C(C=C2)C[C@@H]2CC[C@H](CC2)C(=O)OC